[Si]12(OCCN(CCO1)CCO2)CCCN 3-(2,8,9-trioxa-5-aza-1-silabicyclo[3.3.3]undecan-1-yl)propan-1-amine